O=S1(CCC(CC1)O)=O 1,1-dioxo-thiacyclohexan-4-ol